4-Methoxy-N-phenyl-N-(2-(4-(thiophen-2-ylmethyl)piperazin-1-yl)ethyl)benzamide COC1=CC=C(C(=O)N(CCN2CCN(CC2)CC=2SC=CC2)C2=CC=CC=C2)C=C1